(2S,3R,4S,5R)-2-(acetyl Oxymethyl)-5-(2,4-dioxo-1-(piperidin-4-yl)-1,2,3,4-tetrahydropyrimidin-5-yl)tetrahydrofuran-3,4-diAcetate C(C)(=O)OC[C@H]1O[C@H]([C@H]([C@H]1CC(=O)[O-])CC(=O)[O-])C=1C(NC(N(C1)C1CCNCC1)=O)=O